C(C1=CC=CC=C1)N1C([C@@H](CCCC1)N)=O |r| N-benzyl-DL-alpha-aminocaprolactam